ClC1=CC(=C(COC2=NC=3CN(CCC3C=C2I)C(=O)OC(C)(C)C)C(=C1)F)F tert-butyl 2-((4-chloro-2,6-difluorobenzyl)oxy)-3-iodo-6,8-dihydro-5H-1,7-naphthyridine-7-carboxylate